ClC=1C(=C(C(=C(C1)C(C)=O)OC(C)C)C=1C=NC(=CC1)C(F)(F)F)F 1-(5-chloro-4-fluoro-2-isopropoxy-3-(6-(trifluoromethyl)pyridin-3-yl)phenyl)ethan-1-one